CC1=C(C=CC2=C1OCC(N2)=O)NC2=C(C=C(C=C2)N2CCC(CC2)C(F)(F)F)C 8-methyl-7-((2-methyl-4-(4-(trifluoromethyl)piperidin-1-yl)phenyl)amino)-2H-benzo[b][1,4]oxazin-3(4H)-one